O[C@@H](CNC(=O)C1=CC2=C(N(C(=N2)NC=2SC3=C(N2)C=CC(=C3)OC(F)(F)F)C)C=C1)C 1-Methyl-2-(6-trifluoromethoxy-benzothiazol-2-ylamino)-1H-benzoimidazole-5-carboxylic acid ((R)-2-hydroxy-propyl)-amide